CC1=CC=C(C2=CC=CC=C12)C1=CC(=CC=C1)O Methyl-4-(3-hydroxyphenyl)naphthalene